C1(=CC=CC=C1)P(=O)(OC1=CC2=C(OC3=C2C=C(C=C3)OP(=O)(C3=CC=CC=C3)C3=CC=CC=C3)C=C1)C1=CC=CC=C1 2,8-bis(diphenylphosphinyloxy)Dibenzofuran